C(C)(C)(C)OC(=O)N1CC(C1)C1=CC=C(C=C1)C=1N(N=NC1)CC(C)(C)C.ClC1=CNC2=CC=CC(=C12)C1CCC(CC1)=CNCCN1CCN(CC1)CCO 5-(3-chloro-1H-indol-4-yl)-2-(((2-(4-(2-hydroxyethyl)piperazin-1-yl)ethyl)amino)methylene)cyclohexane tert-Butyl-3-[4-[3-(2,2-dimethylpropyl)triazol-4-yl]phenyl]azetidine-1-carboxylate